C(C1=CC=CC=C1)N1CC=2C(=C(N=C(C2CC1)N1CCN(CC1)C(=O)OCCCC)N1CCN(CC1)S(=O)(=O)C)C#N butyl 4-(6-benzyl-4-cyano-3-(4-(methylsulfonyl)piperazin-1-yl)-5,6,7,8-tetrahydro-2,6-naphthyridin-1-yl)piperazine-1-carboxylate